Ethyl 2-[(Ethoxycarbonothioyl)thio]propionate C(C)OC(=S)SC(C(=O)OCC)C